1-(4-(methylsulfonyl)phenyl)butane-1,2-dione-2-oxime CS(=O)(=O)C1=CC=C(C=C1)C(C(CC)=NO)=O